[Na].P(OC)(OC(C1=CC=CC=C1)=O)=O monomethyl benzoyl phosphonate-sodium salt